[Mg+2].O=C1C(O)=C([O-])[C@H](O1)[C@@H](O)CO.O=C1C(O)=C([O-])[C@H](O1)[C@@H](O)CO ascorbic acid, magnesium salt